C(C)(C)(C)OC(=O)N1CCC(=CC1)C=1N=NC(=CC1)NC(=O)C12CCC(CC1)(CC2)C(=O)O 4-{6-[(4-carboxy-bicyclo[2.2.2]octane-1-carbonyl)-amino]-pyridazin-3-yl}-3,6-dihydro-2H-pyridine-1-carboxylic acid tert-butyl ester